5-(9-((6-(piperazin-1-yl)pyridin-3-yl)methyl)-3,9-diazabicyclo[3.3.1]non-3-yl)quinoline-8-carbonitrile N1(CCNCC1)C1=CC=C(C=N1)CN1C2CN(CC1CCC2)C2=C1C=CC=NC1=C(C=C2)C#N